3,4-dihydroxy-2-methylbenzoic acid OC=1C(=C(C(=O)O)C=CC1O)C